C(C)C1=CC(=C(C=C1)O)OC 4-ethyl-2-methoxyphenol